C(C)C1=CC(=NN1COCC[Si](C)(C)C)N=CN(C)C N'-(5-ethyl-1-{[2-(trimethylsilyl)ethoxy]methyl}-1H-pyrazol-3-yl)-N,N-dimethylmethanimidamide